F[P-](F)(F)(F)(F)F.CN(C)C(=[N+]1N=[N+](C2=NC=CC=C21)[O-])N(C)C 1-[bis(dimethylamino)methylene]-1,2,3-triazolo[4,5-b]pyridinium 3-oxide hexafluorophosphate